tert-butyl 4-(2-chloropyridin-4-yl)piperazine-1-carboxylate ClC1=NC=CC(=C1)N1CCN(CC1)C(=O)OC(C)(C)C